CN1C(=NN=C1C)S 4,5-dimethyl-1,2,4-triazole-3-thiol